C(=O)C1CCC(CC1)N1N=C2C=C(C(=CC2=C1)N1CC=CC=C1C(F)(F)F)N1CCOCC1 N-[2-(4-formylcyclohexyl)-6-(N-morpholinyl)-indazol-5-yl]-6-(trifluoromethyl)pyridine